γ-isocyanatopropyl-triethoxysilane N(=C=O)CCC[Si](OCC)(OCC)OCC